N1=CC(=CC=C1)C1=NC(=CC(=N1)N1CC2(C1)CN(CCC2)C(=O)OC(C)(C)C)NC2=NC=CC(=C2)OC(F)(F)F tert-butyl 2-(2-(pyridin-3-yl)-6-((4-(trifluoromethoxy) pyridin-2-yl) amino) pyrimidin-4-yl)-2,6-diazaspiro[3.5]nonane-6-carboxylate